C(C)(=O)C1=C(C=CC=C1)C1=C(C=CC=C1)C(C)=O 2,2'-diacetylbiphenyl